C(C)(=O)NC1CCNCC1 4-acetamidopiperidine